(S)-N-((S)-(4-chloro-3-(trifluoromethyl)-phenyl)(4-cyanophenyl)-methyl)-2-oxo-imidazolidine-4-carboxamide ClC1=C(C=C(C=C1)[C@@H](NC(=O)[C@H]1NC(NC1)=O)C1=CC=C(C=C1)C#N)C(F)(F)F